N-(4-([1,2,4]triazolo[1,5-a]pyridin-7-yloxy)-3-methylphenyl)-5-(azepan-4-yl)pyrrolo[2,1-f][1,2,4]triazin-4-amine N=1C=NN2C1C=C(C=C2)OC2=C(C=C(C=C2)NC2=NC=NN1C2=C(C=C1)C1CCNCCC1)C